CN1CCN(CC1)CC(=O)O 2-(4-methylpiperazin-1-yl)acetic acid